Diethyltartrat C(C)C(C(C(=O)[O-])(O)CC)(O)C(=O)[O-]